ClC1=CC=C2C(=N1)C=CN2C(C)C 5-chloro-1-isopropyl-1H-pyrrolo[3,2-b]pyridine